3-[tris(trimethylsiloxy)silyl]-3-(2-methacryloyloxyethyl)urea C[Si](O[Si](N(C(N)=O)CCOC(C(=C)C)=O)(O[Si](C)(C)C)O[Si](C)(C)C)(C)C